(S,E)-1-amino-2-(1-(but-2-enoyl)pyrrolidin-2-yl)-4-(4-((4-methoxy-pyridin-2-yl)carbamoyl)phenyl)-1H-imidazole-5-carboxamide NN1C(=NC(=C1C(=O)N)C1=CC=C(C=C1)C(NC1=NC=CC(=C1)OC)=O)[C@H]1N(CCC1)C(\C=C\C)=O